Chromium oxide silicon titanium [Ti+4].[Si+4].[O-2].[Cr+3]